3-amino-N-[(6S)-2-{3,8-diazabicyclo[3.2.1]octan-3-yl}-5,6,7,8-tetrahydroquinolin-6-yl]-6-methylthieno[2,3-b]pyridine-2-carboxamide NC1=C(SC2=NC(=CC=C21)C)C(=O)N[C@@H]2CC=1C=CC(=NC1CC2)N2CC1CCC(C2)N1